4-ethoxy-2,2,6,6-tetramethylpiperidine C(C)OC1CC(NC(C1)(C)C)(C)C